(S)-2-(6-(4-(allylsulfonyl)piperazin-1-yl)-4-(3-((4-methyl-4H-1,2,4-triazol-3-yl)methyl)oxetan-3-yl)pyridin-2-yl)-6-((3-methylpiperidin-1-yl)methyl)-4-(trifluoromethyl)isoindolin-1-one C(C=C)S(=O)(=O)N1CCN(CC1)C1=CC(=CC(=N1)N1C(C2=CC(=CC(=C2C1)C(F)(F)F)CN1C[C@H](CCC1)C)=O)C1(COC1)CC1=NN=CN1C